N-(5-((1-(methyl-d3)-1H-benzo[d][1,2,3]triazol-6-yl)ethynyl)-8-(methylamino)-2,7-naphthyridin-3-yl)cyclopropanecarboxamide C(N1N=NC2=C1C=C(C=C2)C#CC2=C1C=C(N=CC1=C(N=C2)NC)NC(=O)C2CC2)([2H])([2H])[2H]